(E)-(3-(3-(dimethylamino)acryloyl)bicyclo[1.1.1]pent-1-yl)carbamic acid tert-butyl ester C(C)(C)(C)OC(NC12CC(C1)(C2)C(\C=C\N(C)C)=O)=O